2-amino-1-[4-(methylsulfonyl)phenyl]-1,3-propanediol NC(C(O)C1=CC=C(C=C1)S(=O)(=O)C)CO